CN1C2CC(C(C1)C2)COC=2C=C(C(=O)O)C=CN2 2-((2-methyl-2-azabicyclo[2.2.1]hept-5-yl)methoxy)isonicotinic acid